C1(CC1)C(C(=O)NCC1=C2C(=NC=3C=C4C(=CC13)OC(O4)([2H])[2H])C4=CC1=C(C(N4C2)=O)COC([C@]1(O)CC)=O)O 2-cyclopropyl-N-(((S)-7-ethyl-7-hydroxy-8,11-dioxo-7,8,11,13-tetrahydro-10H-[1,3]dioxolo[4,5-g]pyrano[3',4':6,7]indolizino[1,2-b]quinolin-14-yl-2,2-d2)methyl)-2-hydroxyacetamide